6-undecadienyl acetate C(C)(=O)OC(CC=CC=C)CCCCC